CN1CC(C=CC1)(O)[2H] 1-methyl-1,2,3,6-tetrahydropyridin-3-d-3-ol